OCC1=C(C=C(C(=O)OC2=CC=CC=C2)C=C1)[N+](=O)[O-] phenyl 4-(hydroxymethyl)-3-nitrobenzoate